6-(3-(Difluoromethoxy)-4-fluorophenyl)-1-((ethylsulfonyl)methyl)-1H-pyrazolo[4,3-b]pyridine 4-oxide FC(OC=1C=C(C=CC1F)C=1C=C2C(=[N+](C1)[O-])C=NN2CS(=O)(=O)CC)F